ClC1=CC=C(C=C1)NC(=O)NC=1SC(=CC1)C1=CC(=CC=C1)OC 1-(4-chlorophenyl)-3-[5-(3-methoxyphenyl)thiophen-2-yl]urea